(6-chloro-2-(trifluoromethyl)naphthalen-1-yl)-1H-pyrrole-2,5-dione ClC=1C=C2C=CC(=C(C2=CC1)N1C(C=CC1=O)=O)C(F)(F)F